ClC=1C(=C(C=C(C1)F)C1=CC=C(C=C1)N1C(C(=CC1)C)=O)OC chloro-5-fluoro-2-methoxy-4'-(3-methyl-2-oxo-2,5-dihydro-1H-pyrrol-1-yl)-[1,1'-biphenyl]